[C@H]12OC[C@H](N(C1)C1CCN(CC1)C1=C(C=C(C(=C1)OC)NC1=NC=NC(=C1)N1OCC[C@@H]1CC1=C(C(=CC=C1)Cl)C)NC(C=C)=O)C2 N-(2-(4-((1R,4R)-2-oxa-5-azabicyclo[2.2.1]heptane-5-yl)piperidine-1-yl)-5-((6-((S)-3-(3-chloro-2-methylbenzyl)-isoxazolidine-2-yl)pyrimidine-4-yl)amino)-4-methoxyphenyl)acrylamide